(1R,3S)-3-(3-{[(2-methoxypyridin-4-yl)acetyl]amino}-1H-pyrazol-5-yl)cyclopentyl (2R,4R)-2,4-dimethylazetidine-1-carboxylate C[C@H]1N([C@@H](C1)C)C(=O)O[C@H]1C[C@H](CC1)C1=CC(=NN1)NC(CC1=CC(=NC=C1)OC)=O